CN1C=CC2=CC(=CC=C12)NC(CC)=O N-(1-methylindol-5-yl)propanamide